ClC1=CC2=C(C=C3N2C(=NN(C3=O)CC(=O)O)N(C)C)S1 2-(2-chloro-5-(dimethylamino)-8-oxothieno[2',3':4,5]pyrrolo[1,2-d][1,2,4]triazin-7(8H)-yl)acetic acid